NC1=CC=C(OC2=C(C=C(N)C=C2)CCCCCC)C=C1 4-(4-aminophenoxy)-3-hexylaniline